N-{[4-hydroxy-2-oxo-1-({5-[4-(trifluoromethyl)phenoxy]-2-pyridinyl}methyl)-1,2,5,6-tetrahydro-3-pyridinyl]carbonyl}glycine OC1=C(C(N(CC1)CC1=NC=C(C=C1)OC1=CC=C(C=C1)C(F)(F)F)=O)C(=O)NCC(=O)O